7-bromo-4-[(2,4-dimethoxyphenyl)methylamino]-N-methyl-N-[2-(trifluoromethyl)-6,8-dihydro-5H-pyrano[3,4-b]pyridin-5-yl]imidazo[1,5-a]quinoxaline-8-carboxamide BrC=1C=C2N=C(C=3N(C2=CC1C(=O)N(C1COCC2=NC(=CC=C21)C(F)(F)F)C)C=NC3)NCC3=C(C=C(C=C3)OC)OC